tert-butyl-3-[2-tert-butoxy-1-[[3-(hydroxymethyl)phenyl]methyl]-2-oxo-ethyl]pyrrolidine-1-carboxylate C(C)(C)(C)OC(=O)N1CC(CC1)C(C(=O)OC(C)(C)C)CC1=CC(=CC=C1)CO